ClC=1C(=CC(=C(C1)C=1NC=2C=CN=C(C2C(C1)=O)C(=O)N)C)C1(CC1)C(F)(F)F 2-[5-chloro-2-methyl-4-[1-(trifluoromethyl)cyclopropyl]phenyl]-4-oxo-1H-1,6-naphthyridine-5-carboxamide